C(CCC)N(CN1N=CN=C1)CCCC N,N-dibutyl-1H-1,2,4-triazole-1-methanamine